(3e,8z)-tetradecadien-1-ol C(=C\C=C\CCCCCCCCCC)O